OCC1OC(CC1O)N1C2=NC=NC(=C2N=C1)OC 2-(hydroxymethyl)-5-(6-methoxy-9H-purin-9-yl)tetrahydrofuran-3-ol